OC=1C=C(C(C(=O)O)O)C=CC1C 3-hydroxy-4-methyl-mandelic acid